dimethyl-3-[(1-oxododecyl)amino]propylammonium hydroxide [OH-].C[NH+](CCCNC(CCCCCCCCCCC)=O)C